N-hydroxysuccinimide 3-(maleimido)propionate tert-butyl-6-[[3-(trifluoromethyl)-1,2,4-oxadiazol-5-yl]methyl]-2-azaspiro[3.3]heptane-2-carboxylate C(C)(C)(C)OC(=O)N1CC2(C1)CC(C2)CC2=NC(=NO2)C(F)(F)F.C2(C=CC(N2CCC(=O)O)=O)=O.ON2C(CCC2=O)=O